C1(CC1)C=1C=C(CC2=CC=C(N=N2)N)C=CC1 6-(3-cyclopropylbenzyl)pyridazin-3-amine